C(C)(C)(C)OC(=O)N1OCCC1C1=CC=C(C=C1)C#N 3-(4-cyanophenyl)-1,2-oxazolidine-2-carboxylic acid tert-butyl ester